N-(9-(2-fluoroethyl)-3-oxa-9-azabicyclo[3.3.1]nonan-7-yl)-2,3-dihydro-1H-pyrrolo[1,2-a]indole-9-carboxamide FCCN1C2COCC1CC(C2)NC(=O)C2=C1N(C=3C=CC=CC23)CCC1